(4,4-difluorocyclohexyl)-4-methyl-1-((R)-4-methylphenylsulfonimidoyl)pyrrolidine-2-carboxamide FC1(CCC(CC1)C1(N(CC(C1)C)[S@](=O)(=N)C1=CC=C(C=C1)C)C(=O)N)F